ClC=1C=C(C=CC1)[C@H](C(=O)N1CC2=C(CCC1)N=C(NC2=O)C2(CC2)C=2SC=C(C2)C2CCCCC2)O (R)-6-(2-(3-chlorophenyl)-2-hydroxyacetyl)-2-(1-(4-cyclohexylthiophen-2-yl)cyclopropyl)-3,5,6,7,8,9-hexahydro-4H-pyrimido[5,4-c]azepin-4-one